2-bromo-4,6-dimethylpyrazolo[1,5-a]pyrazine BrC1=NN2C(C(=NC(=C2)C)C)=C1